ClC=1C(=CC(=C(C1)C1=CC=C2C(=CN=NC2=C1)NCC1=C(C=C(C=C1)OC)OC)C=1SC(=CN1)F)OC 7-[5-chloro-2-(5-fluorothiazol-2-yl)-4-methoxy-phenyl]-N-[(2,4-dimethoxyphenyl)methyl]cinnolin-4-amine